2-chloro-7-cyclopentylimidazo[4,3-f][1,2,4]triazine ClC1=NN2C(C=N1)=CN=C2C2CCCC2